FC=1C=NC=CC1C1=NC2=C(N1C)C=CC(=C2N2[C@H](COCC2)CNC(OC(C)(C)C)=O)[N+](=O)[O-] (S)-tert-butyl (4-(2-(3-fluoropyridin-4-yl)-1-methyl-5-nitro-1H-benzo[d]imidazol-4-yl)morpholin-3-yl)methylcarbamate